4-aminobutyl-triethoxysilane NCCCC[Si](OCC)(OCC)OCC